2-((2R,4R,5R)-2-(tert-butyl)-3-formyl-4-(methoxycarbonyl)thiazolidin-5-yl)acetic acid C(C)(C)(C)[C@H]1S[C@@H]([C@H](N1C=O)C(=O)OC)CC(=O)O